5-[(6,6-Difluoro-5,7-dihydrocyclopenta[b]pyridin-7-yl)oxy]-7-[5-methyl-1-(4-piperidyl)triazol-4-yl]imidazo[1,2-a]pyridine-3-carbonitrile HCl Cl.FC1(CC=2C(=NC=CC2)C1OC1=CC(=CC=2N1C(=CN2)C#N)C=2N=NN(C2C)C2CCNCC2)F